O1CCC(CC1)NC(=O)C=1C=C(SC1)[C@H]1[C@@H](C1)NC(OC(C)(C)C)=O Tert-Butyl ((1R,2R)-2-(4-((tetrahydro-2H-pyran-4-yl)carbamoyl)thiophen-2-yl)cyclopropyl)carbamate